2-((4-Bromo-1H-indol-3-yl)methyl)-5-(diethylcarbamoyl)-1-methylpyridin-1-ium iodide [I-].BrC1=C2C(=CNC2=CC=C1)CC1=[N+](C=C(C=C1)C(N(CC)CC)=O)C